(R)-(4-(6-fluoropyrazolo[1,5-a]pyridin-2-yl)-6,7-dihydro-1H-imidazo[4,5-c]pyridin-5(4H)-yl)(5-(pyridin-2-yl)-1,3,4-oxadiazol-2-yl)methanone FC=1C=CC=2N(C1)N=C(C2)[C@@H]2N(CCC1=C2N=CN1)C(=O)C=1OC(=NN1)C1=NC=CC=C1